3-chloropropyl-pentamethyldisiloxane ClCCC[Si](O[Si](C)(C)C)(C)C